F[C@H]1C[C@H](N2N=C(N=C21)C(=O)OCC)C2=CC=CC=C2 ethyl cis-7-fluoro-5-phenyl-6,7-dihydro-5H-pyrrolo[1,2-b][1,2,4]triazole-2-carboxylate